tert-butyl {(2R)-2-[6-(5-chloro-2-{[(3R,4R)-3-hydroxy-1-(methanesulfonyl)piperidin-4-yl]amino}pyrimidin-4-yl)-4-fluoro-2-methyl-1H-benzimidazol-1-yl]propyl}carbamate ClC=1C(=NC(=NC1)N[C@H]1[C@@H](CN(CC1)S(=O)(=O)C)O)C=1C=C(C2=C(N(C(=N2)C)[C@@H](CNC(OC(C)(C)C)=O)C)C1)F